3,3-bis(4-hydroxy-3-methylphenyl)pentane OC1=C(C=C(C=C1)C(CC)(CC)C1=CC(=C(C=C1)O)C)C